CC12CNCC2C1C1=C(C=CC=C1)C 1-methyl-6-(o-tolyl)-3-azabicyclo[3.1.0]hexane